(4-methoxyphenoxy)propan-1-ol COC1=CC=C(OC(CC)O)C=C1